(R)-4-(7-bromo-3-(1H-pyrazol-5-yl)isothiazolo[4,5-b]pyridin-5-yl)-3-methylmorpholine BrC1=C2C(=NC(=C1)N1[C@@H](COCC1)C)C(=NS2)C2=CC=NN2